C(C(C)C)(=O)OC=1C(=NC=CC1OC)C(N[C@@H](C)C1=NC(=NO1)C1=CC(=CC=C1)C(C)C)=O (S)-2-((1-(3-(3-isopropylphenyl)-1,2,4-oxadiazol-5-yl)ethyl)carbamoyl)-4-methoxypyridin-3-yl isobutyrate